1,5-dinitroaminotetrazole ammonium salt [NH4+].[N+](=O)([O-])NN1N=NN=C1N[N+](=O)[O-]